ClC1=CC=C(C=C1)CON1N=C(C=C1)C1CCN(CC1)CC1=NC2=C(N1C[C@H]1OCC1)C=C(C=C2)C(=O)OC Methyl 2-[(4-{1-[(4-chlorophenyl)methoxy]-1H-pyrazol-3-yl}piperidin-1-yl)methyl]-1-{[(2S)-oxetan-2-yl]methyl}-1H-benzimidazole-6-carboxylate